3-[(3S)-4,4-difluorotetrahydrofuran-3-yl]-1-methyl-1-[[3-[[(3R)-tetrahydrofuran-3-yl]methyl]-4-pyridyl]methyl]urea FC1([C@H](COC1)NC(N(CC1=C(C=NC=C1)C[C@H]1COCC1)C)=O)F